N-((7R)-2-Cyano-2-azabicyclo[2.2.1]heptan-7-yl)-5-(2-((4-fluorophenyl)thio)phenyl)-1H-pyrazol-3-carboxamid C(#N)N1C2CCC(C1)[C@H]2NC(=O)C2=NNC(=C2)C2=C(C=CC=C2)SC2=CC=C(C=C2)F